(R)-1-(8-methoxy-9-(2-methyl-2H-tetrazol-5-yl)-1-(2-methylprop-1-en-1-yl)-5,6-dihydropyrrolo[2,1-a]isoquinoline-3-carbonyl)-2-methylazetidine-2-carboxamide COC=1C=C2CCN3C(C2=CC1C=1N=NN(N1)C)=C(C=C3C(=O)N3[C@](CC3)(C(=O)N)C)C=C(C)C